2,3-dimethyl-7-(2-(2-methylpyridin-4-yl)tetrahydro-2H-pyran-4-yl)-5-(6-(trifluoromethyl)pyridin-3-yl)pyrido[3,4-b]pyrazine CC=1N=C2C(=NC1C)C(=NC(=C2)C2CC(OCC2)C2=CC(=NC=C2)C)C=2C=NC(=CC2)C(F)(F)F